BrC1=CC=C(C=C1)NC(=O)N 4-bromophenyl-urea